p-isopropylcumyl hydroperoxide C(C)(C)C1=CC=C(C(C)(C)OO)C=C1